1-((1R,3r,5S)-3-(4-((4-([1,2,4]triazolo[1,5-a]pyridin-7-yloxy)-3-methylphenyl)amino)pyrido[3,2-d]pyrimidin-6-yl)-8-azabicyclo[3.2.1]octan-8-yl)prop-2-en-1-one N=1C=NN2C1C=C(C=C2)OC2=C(C=C(C=C2)NC=2C1=C(N=CN2)C=CC(=N1)C1C[C@H]2CC[C@@H](C1)N2C(C=C)=O)C